ClC1=NC2=C(C=CC=C2C(=C1)Cl)F 2,4-dichloro-8-fluoroquinoline